(S)-2-(1-azabicyclo[2.2.1]heptan-4-yl)-5-(5-methyl-3,4,5,6-tetrahydropyridin-2-yl)benzo[d]thiazole N12CCC(CC1)(C2)C=2SC1=C(N2)C=C(C=C1)C1=NC[C@H](CC1)C